COC1=CC=C(CN2C(NC(C3=CC=CC=C23)=O)=O)C=C1 1-(4-Methoxybenzyl)quinazoline-2,4(1H,3H)-dione